NC1=NC(=C2N=CN(C2=N1)[C@H]1C=C[C@H](C1)COP(=O)(OC1=C(C=C(C=C1)Cl)F)N[C@@H](C)C(=O)OC)OC Methyl ((((1S,4R)-4-(2-amino-6-methoxy-9H-purin-9-yl)cyclopent-2-en-1-yl)methoxy)(4-chloro-2-fluorophenoxy)phosphoryl)-L-alaninate